1-(1,3-benzodioxol-5-yl)ethanone oxime O1COC2=C1C=CC(=C2)C(C)=NO